N-(3-chloro-4-cyano-2-fluorophenyl)-3-(4-cyano-3-(trifluoromethyl)phenyl)-2-(trifluoromethyl)oxazolidine-5-carboxamide ClC=1C(=C(C=CC1C#N)NC(=O)C1CN(C(O1)C(F)(F)F)C1=CC(=C(C=C1)C#N)C(F)(F)F)F